tert-butyl (2-((1-(3-bromo-2-fluorophenyl)-3,3,3-trifluoropropyl)(cyclopropyl)amino) ethyl)carbamate BrC=1C(=C(C=CC1)C(CC(F)(F)F)N(CCNC(OC(C)(C)C)=O)C1CC1)F